4-[4-(1,3-benzoxazol-2-yl)piperidin-1-yl]-7-bromo-1-methyl-2-oxo-1,2-dihydroquinoline-3-carboxamide O1C(=NC2=C1C=CC=C2)C2CCN(CC2)C2=C(C(N(C1=CC(=CC=C21)Br)C)=O)C(=O)N